BrC=1C=C(C=C2CCCC12)N1CCC2(CC2)CC1 7-bromo-5-(6-azaspiro[2.5]oct-6-yl)-2,3-dihydro-1H-indene